O=C1NC(CCC1N1C(C2=CC=CC(=C2C1=O)NCCCCCCCNC1CC2(C1)CCC2)=O)=O 2-(2,6-dioxopiperidin-3-yl)-4-((7-(spiro[3.3]heptan-2-ylamino)heptyl)amino)isoindoline-1,3-dione